C(C)(C)OC=1C=C(C=O)C=C(C1)OC(F)(F)F 3-isopropoxy-5-(trifluoromethoxy)benzaldehyde